phenyl-pyridazinone C1(=CC=CC=C1)C=1C(NN=CC1)=O